1,1-bis(furan-2-yl)ethane tert-Butyl-6-hydroxy-6-phenyl-2-azaspiro[3.3]heptane-2-carboxylate C(C)(C)(C)OC(=O)N1CC2(C1)CC(C2)(C2=CC=CC=C2)O.O2C(=CC=C2)C(C)C=2OC=CC2